N-(1-(2-(cyclopropanesulphonylamino)thiazol-4-yl)cyclopropyl)quinoline-7-carboxamide C1(CC1)S(=O)(=O)NC=1SC=C(N1)C1(CC1)NC(=O)C1=CC=C2C=CC=NC2=C1